5-chloro-2-(N-((1S)-2-(2-chloro-6-fluoro-3-methylphenyl)-1-(5-oxo-4,5-dihydro-1,3,4-oxadiazol-2-yl)propyl)sulfamoyl)benzamide ClC=1C=CC(=C(C(=O)N)C1)S(N[C@@H](C(C)C1=C(C(=CC=C1F)C)Cl)C=1OC(NN1)=O)(=O)=O